3-(2-adamantyl)guanidine C12C(C3CC(CC(C1)C3)C2)NC(N)=N